decanyltrimethylammonium chloride [Cl-].C(CCCCCCCCC)[N+](C)(C)C